3-(6-(4-((5-cyclopropyl-3-(2-(trifluoromethoxy)phenyl)isoxazol-4-yl)methoxy)piperidin-1-yl)pyridin-3-yl)-1,2,4-oxadiazol-5(4H)-one C1(CC1)C1=C(C(=NO1)C1=C(C=CC=C1)OC(F)(F)F)COC1CCN(CC1)C1=CC=C(C=N1)C1=NOC(N1)=O